n-dodecyl-triphenylphosphine chloride [Cl-].C(CCCCCCCCCCC)C1=C(C=CC=C1)P(C1=CC=CC=C1)C1=CC=CC=C1